N-[3-[(2,3-dihydroxypropyl)(3-isotridecyloxypropyl)amino]propyl]oleamide tert-butyl-4-((tert-butyldimethylsilyl)oxy)-3-(difluoromethyl)-3-methylpyrrolidine-1-carboxylate C(C)(C)(C)OC(=O)N1CC(C(C1)O[Si](C)(C)C(C)(C)C)(C)C(F)F.OC(CN(CCCNC(CCCCCCC\C=C/CCCCCCCC)=O)CCCOCCCCCCCCCCC(C)C)CO